C1(=C(C=CC2=CC=CC=C12)OCC=1C=C(C2=CC=CC=C2C1)C(=O)O)C1=C(C=CC2=CC=CC=C12)OCC=1C=C(C2=CC=CC=C2C1)C(=O)O 3,3'-[[1,1'-binaphthalene]-2,2'-diylbis(oxymethylene)]di(naphthalene-1-carboxylic acid)